NC=1C=C(C=CC1Br)N1CCN(CC1)C(=O)OC(C)(C)C tert-Butyl 4-(3-amino-4-bromophenyl)piperazine-1-carboxylate